3-((2-chloropyrimidin-5-yl)sulfonyl)-5'-methyl-4-pentyl-2'-(prop-1-en-2-yl)-[1,1'-biphenyl] ClC1=NC=C(C=N1)S(=O)(=O)C(CCC1=CC=C(C=C1)C1=C(C=CC(=C1)C)C(=C)C)CC